N1C(=NC2=C1C=CC=C2)C2=C(C(=CC=C2)Cl)C=2C(=CC(=CC2)C(N[C@@H](CCC)C2=CC(=CC=C2)F)=O)C(=O)O (S)-2'-(1H-1,3-benzodiazol-2-yl)-6'-chloro-4-{[1-(3-fluorophenyl)butyl]carbamoyl}-[1,1'-biphenyl]-2-carboxylic acid